3-(8-fluoro-2-methyl-1,2,3,4-tetrahydroisoquinolin-7-yl)-5-(2-fluoro-6-methoxyphenyl)-1H-pyrazolo[4,3-c]pyridazin-6(5H)-one FC=1C(=CC=C2CCN(CC12)C)C1=NNC=2C1=NN(C(C2)=O)C2=C(C=CC=C2OC)F